didecyldifluorosilane C(CCCCCCCCC)[Si](F)(F)CCCCCCCCCC